ClC1=NC=C2C=C(N=C(C2=C1)NC1COC1)C1=C(C(=CC(=C1Cl)OC)OC)Cl 7-chloro-3-(2,6-dichloro-3,5-dimethoxyphenyl)-N-(oxetan-3-yl)-2,6-naphthyridine-1-amine